(3R,7S)-2-(3,4-dichlorobenzoyl)-9-(1-(6-(difluoromethyl)pyridin-3-yl)ethyl)-3-methyl-10-oxo-1,2,3,4,7,8,9,10-octahydropyrido[4',3':3,4]pyrazolo[1,5-a]pyrazine-7-carboxylic acid ClC=1C=C(C(=O)N2CC=3C(=NN4C3C(N(C[C@H]4C(=O)O)C(C)C=4C=NC(=CC4)C(F)F)=O)C[C@H]2C)C=CC1Cl